C(C=C)OC(NN)=O allylcarbazate